tert-butyl (R)-3-(4-amino-2-fluoro-N-(8-methylisoquinolin-1-yl)benzamido)piperidine-1-carboxylate NC1=CC(=C(C(=O)N(C2=NC=CC3=CC=CC(=C23)C)[C@H]2CN(CCC2)C(=O)OC(C)(C)C)C=C1)F